C(C)(C)(C)OC(=O)N1C2(CN(CC1CC2)C(C2=CC=CC=C2)(C2=CC=CC=C2)C2=CC=CC=C2)CNC 1-((Methylamino)methyl)-3-trityl-3,8-diazabicyclo[3.2.1]octane-8-carboxylic acid tert-butyl ester